BrC1=C(C(=C(C=C1)N1CCN(CC1)C1=CC(=C(N)C=C1F)OC)F)Cl 4-(4-(4-Bromo-3-chloro-2-fluorophenyl)piperazin-1-yl)-5-fluoro-2-methoxyaniline